tert-Butyl-((7R)-2-(2-(1-(cyclopropylmethyl)-6-(3-oxoisoindolin-5-yl)-1H-pyrrolo[2,3-b]pyridin-2-yl)-3-methylbenzofuran-6-carbonyl)-2-azabicyclo[2.2.1]heptan-7-yl)carbamate Potassium [K+].C(C)(C)(C)N(C([O-])=O)[C@H]1C2N(CC1CC2)C(=O)C2=CC1=C(C(=C(O1)C1=CC=3C(=NC(=CC3)C=3C=C4C(NCC4=CC3)=O)N1CC1CC1)C)C=C2